methoxymethylenetriphenylphosphine chloride [Cl-].COC=P(C1=CC=CC=C1)(C1=CC=CC=C1)C1=CC=CC=C1